OCC(CCC(=O)OCCCCCC)(C)C Hexyl 5-hydroxy-4,4-dimethylpentanoate